FC1=C(C=CC=C1)C(=CC)C1=C(N)C=CC=C1 2-(1-(2-fluorophenyl)prop-1-en-1-yl)aniline